C(CCCCCCCCC)OCOCCCC(CC(CC(CC(C)I)C)C)C 10-iodo-4,6,8-trimethylundecyl decoxymethyl ether